2-(3-fluoro-4-methoxyphenyl)pyrimidine-5-methanol FC=1C=C(C=CC1OC)C1=NC=C(C=N1)CO